C([O-])([O-])=O.[K+].[K+] Kalium Carbonat